3'-((2-chloro-5-((5-cyanopyridin-3-yl)methoxy)-4-formyl-phenoxy)methyl)-2,2'-dimethyl-[1,1'-biphenyl] ClC1=C(OCC=2C(=C(C=CC2)C2=C(C=CC=C2)C)C)C=C(C(=C1)C=O)OCC=1C=NC=C(C1)C#N